(E)-3-(2-fluoro-4-methoxyphenyl)acrylamide FC1=C(C=CC(=C1)OC)/C=C/C(=O)N